OC(C)(C)C=1C=CC(=NC1C)C1=CC=C(CC2=CC=C(C=C2)N2N=C(C=C2C)C(=O)N)C=C1 1-(4-(4-(5-(2-hydroxypropan-2-yl)-6-methylpyridin-2-yl)benzyl)phenyl)-5-methyl-1H-pyrazole-3-carboxamide